N-[6-(dimethylamino)-2-[(2R)-2-fluoro-3-hydroxy-3-methyl-butyl]-1-oxo-isoindolin-5-yl]pyrazolo[1,5-a]pyrimidine-3-carboxamide CN(C1=C(C=C2CN(C(C2=C1)=O)C[C@H](C(C)(C)O)F)NC(=O)C=1C=NN2C1N=CC=C2)C